hexaethylene glycol perfluoropropyl ether FC(C(C(F)(F)F)(F)F)(F)OCCOCCOCCOCCOCCOCCO